Cl.Cl.C(C)(C)(C)N1N=C(N=N1)C(=O)NCC1=C(C=C(C=C1)C1=NC=NC=C1N1CCNCC1)C 2-(tert-butyl)-N-(2-methyl-4-(5-(piperazin-1-yl)pyrimidin-4-yl)benzyl)-2H-tetrazole-5-carboxamide dihydrochloride